(n-propylcyclopentadienyl)tris(isopropylcyclopentadienyl)tris(dimethylamino)titanium C(CC)C1(C=CC=C1)[Ti](N(C)C)(N(C)C)(N(C)C)(C1(C=CC=C1)C(C)C)(C1(C=CC=C1)C(C)C)C1(C=CC=C1)C(C)C